1-(4-methoxybenzyl)-5-(1,2,3,6-tetrahydropyridin-4-yl)-1H-pyrazolo[3,4-b]pyridine COC1=CC=C(CN2N=CC=3C2=NC=C(C3)C=3CCNCC3)C=C1